N-((1H-PYRROLO[3,2-C]PYRIDIN-2-YL)METHYL)-2-(6-(1-(AZETIDIN-3-YL)-1H-PYRAZOL-4-YL)-2-OXO-3-(PHENETHYLAMINO)PYRAZIN-1(2H)-YL)ACETAMIDE HYDROCHLORIDE Cl.N1C(=CC=2C=NC=CC21)CNC(CN2C(C(=NC=C2C=2C=NN(C2)C2CNC2)NCCC2=CC=CC=C2)=O)=O